5-chloro-4'-cyclopropyl-6'-methoxy-4-(4-(1-methyl-4-(trifluoromethyl)-1H-imidazol-2-yl)benzyl)-2,5'-bipyrimidine ClC=1C(=NC(=NC1)C=1C(=NC=NC1OC)C1CC1)CC1=CC=C(C=C1)C=1N(C=C(N1)C(F)(F)F)C